COC=1C=C2C(=C(/C(/C2=CC1OC)=C/C1=CC(=C(C(=C1)OC)OC)OC)C)CC(=O)OCC1N(CCN(C1)C)C (1,4-dimethylpiperazin-2-yl)methyl (Z)-2-(5,6-dimethoxy-2-methyl-1-(3,4,5-trimethoxybenzylidene)-1H-inden-3-yl)acetate